13-bromo-14-methoxy-10,16,16-trioxo-19-(trifluoromethyl)-9-oxa-16λ6-thia-17,20-diazatetracyclo[16.3.1.111,15.02,7]tricosa-1(22),2(7),3,5,11,13,15(23),18,20-nonaene-4-carbonitrile BrC=1C=C2C(OCC=3C=CC(=CC3C=3C=NC(=C(NS(C(C1OC)=C2)(=O)=O)C3)C(F)(F)F)C#N)=O